1,7-Dimethylspiro[indoline-3,3'-isochromane]-1',2-dione CN1C(C2(OC(C3=CC=CC=C3C2)=O)C2=CC=CC(=C12)C)=O